2-(5-bromo-2-chlorophenyl)-4-fluoro-2H-1,2,3-triazole BrC=1C=CC(=C(C1)N1N=CC(=N1)F)Cl